2-methyl-3-octanone CC(C)C(CCCCC)=O